5-((S)-2-(benzo[d]oxazol-2-ylamino)-2-cyclohexylacetamido)-2-((R)-4-isopropyl-2-oxoimidazolidin-1-yl)-N-methyl-2,3-dihydro-1H-indene-2-carboxamide O1C(=NC2=C1C=CC=C2)N[C@H](C(=O)NC=2C=C1CC(CC1=CC2)(C(=O)NC)N2C(N[C@@H](C2)C(C)C)=O)C2CCCCC2